ClC1=CC(=C(C=C1OC)[C@H]1[C@@H](C1)C=1C=NC(=NC1)C1=NC=CC=N1)F trans-5-(2-(4-chloro-2-fluoro-5-methoxyphenyl)cyclopropyl)-2,2'-bipyrimidine